FC1=C(C=CC(=C1)I)N1C[C@H](CC1)CO (S)-(1-(2-fluoro-4-iodophenyl)pyrrolidin-3-yl)methanol